tert-butyl N-[2-[[1-(5-amino-2-pyridyl)piperidine-4-carbonyl]amino]ethyl]carbamate NC=1C=CC(=NC1)N1CCC(CC1)C(=O)NCCNC(OC(C)(C)C)=O